[Si].[Al] Aluminum-Silicon